ClC=1C=C2C(=NC1OC)C(=C(N2C)C2=NC(=NN2)[C@@H](C(F)(F)F)OCCO)N2C=NC=C2 (S)-2-(1-(5-(6-chloro-3-(1H-imidazol-1-yl)-5-methoxy-1-methyl-1H-pyrrolo[3,2-b]-pyridin-2-yl)-1H-1,2,4-triazol-3-yl)-2,2,2-trifluoroethoxy)-ethan-1-ol